O=C1NC(CCC1N1C2=C(OCC1)C=C(C=C2)N2CCC(CC2)C=O)=O 1-(4-(2,6-dioxopiperidin-3-yl)-3,4-dihydro-2H-benzo[b][1,4]oxazin-7-yl)piperidine-4-carbaldehyde